N=1C=NN2C1C=C(C=C2)C(=O)OCC ethyl [1,2,4]triazolo[1,5-a]pyridine-7-carboxylate